BrC=1C=C2C(N(C=NC2=C(C1)C(F)(F)F)CC1=CC=C(C=C1)OC)=O 6-bromo-3-(4-methoxybenzyl)-8-(trifluoromethyl)quinazolin-4(3H)-one